(S)-6-chloro-5-hydroxy-3-carbonyl-hexanoic acid tert-butyl ester C(C)(C)(C)OC(CC(C[C@@H](CCl)O)=C=O)=O